5-Fluoro-2-((3R,4S,5S)-4-fluoro-3-hydroxy-5-methylpiperidin-1-yl)-6-((3-(3-hydroxy-3-methylbutyl)-1-methyl-2-oxo-2,3-dihydro-1H-benzo[d]imidazol-5-yl)amino)nicotinonitrile FC=1C(=NC(=C(C#N)C1)N1C[C@H]([C@H]([C@H](C1)C)F)O)NC1=CC2=C(N(C(N2CCC(C)(C)O)=O)C)C=C1